2-((1-methoxypropan-2-yl)amino)pyrido[2,3-d]pyrimidin COCC(C)NC=1N=CC2=C(N1)N=CC=C2